2-(4-(((6-methylpyridin-3-yl)methyl)amino)pyrido[2,3-d]pyrimidin-6-yl)benzamide CC1=CC=C(C=N1)CNC=1C2=C(N=CN1)N=CC(=C2)C2=C(C(=O)N)C=CC=C2